N'-cyano-N,N-dimethyl-2'-(quinolin-3-yl)-5',6'-dihydrospiro[azetidine-3,4'-pyrrolo[1,2-b]pyrazole]-1-carboximidamide C(#N)N=C(N(C)C)N1CC2(CCN3N=C(C=C32)C=3C=NC2=CC=CC=C2C3)C1